FC1=C(C=CC(=C1C)OC1=CC2=C(N(N=N2)C)C=C1)NC=1C2=C(N=CN1)C=CC(=N2)N2C[C@H](C[C@H](C2)C)NC(C=C)=O N-((3S,5R)-1-(4-((2-fluoro-3-methyl-4-((1-methyl-1H-benzo[d][1,2,3]triazol-5-yl)oxy)phenyl)amino)pyrido[3,2-d]pyrimidin-6-yl)-5-methylpiperidin-3-yl)acrylamide